prop-2-yn-1-yl (5-((S)-2-((S)-2-((tert-butoxycarbonyl)amino)-3-methylbutanamido)-5-ureidopentanamido)-2-((((4-nitrophenoxy)carbonyl)oxy)methyl)benzyl)(prop-2-yn-1-yl)carbamate C(C)(C)(C)OC(=O)N[C@H](C(=O)N[C@H](C(=O)NC=1C=CC(=C(CN(C(OCC#C)=O)CC#C)C1)COC(=O)OC1=CC=C(C=C1)[N+](=O)[O-])CCCNC(=O)N)C(C)C